6-[5,6-difluoro-4-(4-methoxy-1-piperidinyl)-8-(methylamino)-9H-pyrido[2,3-b]indol-3-yl]-1-methyl-4-oxo-1,8-naphthyridine-3-carboxylic acid FC1=C2C3=C(NC2=C(C=C1F)NC)N=CC(=C3N3CCC(CC3)OC)C=3C=C1C(C(=CN(C1=NC3)C)C(=O)O)=O